C[C@](CC(=O)O)(CC(=O)SCCNC(=O)CCNC(=O)[C@@H](C(C)(C)COP(=O)(O)OP(=O)(O)OC[C@@H]1[C@H]([C@H]([C@@H](O1)N2C=NC3=C(N=CN=C32)N)O)OP(=O)(O)O)O)O Hydroxymethylglutaryl-CoA